N-(2-(4-(2-ethyl-4,6-dimethyl-1H-imidazo[4,5-c]pyridin-1-yl)phenyl)ethyl)propionamide C(C)C=1N(C2=C(C(=NC(=C2)C)C)N1)C1=CC=C(C=C1)CCNC(CC)=O